COC(CC(C(C)([N+](=O)[O-])C)C)=O 3,4-Dimethyl-4-nitropentanoic acid methyl ester